3-(3-cyclopropyl-2-fluoro-phenoxy)-N-[2-(2,4-dimethylphenyl)-2,2-difluoro-ethyl]cinnoline-4-carboxamide C1(CC1)C=1C(=C(OC=2N=NC3=CC=CC=C3C2C(=O)NCC(F)(F)C2=C(C=C(C=C2)C)C)C=CC1)F